C(C)(C)(C)OC(=O)C1=CSC=2C1=NC(=CC2Br)C 7-bromo-5-methylthieno[3,2-b]pyridine-3-carboxylic acid tert-butyl ester